COC(=O)C1=CN(C(=C1)C1=NC=C(C=C1F)OC1CN(C1)C(=O)OC(C)(C)C)C 5-(5-{[1-(tert-butoxycarbonyl)azetidin-3-yl]oxy}-3-fluoropyridin-2-yl)-1-methylpyrrole-3-carboxylic acid methyl ester